(S)-3-(1-(6-ethoxy-5-methoxypyridin-2-yl)-2-(methylsulfonyl)ethyl)-1-ethyl-7-methyl-6-(o-methylphenyl)-1H-imidazo[4,5-b]pyridin-2(3H)-one C(C)OC1=C(C=CC(=N1)[C@@H](CS(=O)(=O)C)N1C(N(C=2C1=NC=C(C2C)C2=C(C=CC=C2)C)CC)=O)OC